3-MercaptoMethyl-Butanol SCC(CCO)C